NC1CCC(CC1)NC(=O)C=1C2=C(N=C(N1)N1C=NC=C1)C=CN2 N-((1r,4r)-4-aminocyclohexyl)-2-(1H-imidazol-1-yl)-5H-pyrrolo[3,2-d]pyrimidine-4-carboxamide